BrC=1C=CC(=C(C[C@H](N)C(=O)O)C1)F 5-Bromo-2-fluoro-L-phenylalanine